C1(CC1)C=1N=NN(C1)[C@H](C(=O)N1[C@@H](C[C@H](C1)O)C(=O)NCC1=C(C=C(C=C1)C1=C(N=CS1)C)OC1CCNCC1)C(C)(C)C (2S,4r)-1-((S)-2-(4-cyclopropyl-1H-1,2,3-triazol-1-yl)-3,3-dimethylbutyryl)-4-hydroxy-N-(4-(4-methylthiazol-5-yl)-2-(piperidin-4-yloxy)benzyl)pyrrolidine-2-carboxamide